COC1=CC=C(COC2=NN3C(C=CC(=C3)NC(C)C)=C2C#N)C=C1 (4-methoxybenzyloxy)-6-(isopropylamino)pyrazolo[1,5-a]Pyridine-3-carbonitrile